CC(C)OC(=O)N (prop-2-yloxy)carboxamide